C(C)(C)(C)OC(=O)N1CC(C1)CCNC 3-(2-(methylamino)ethyl)azetidine-1-carboxylic acid tert-butyl ester